C(C)(C)(C)C=1C=CC(=C(C1)S(=O)(=O)NC(=O)C=1C=C2C=CN(C2=CC1)C1=C(C=CC=C1)OC)OC N-((5-(tert-butyl)-2-methoxyphenyl)sulfonyl)-1-(2-methoxyphenyl)-1H-indole-5-carboxamide